Pentylphenyl acrylate C(C=C)(=O)OC1=C(C=CC=C1)CCCCC